CC1=NC=2C(=NC(=CC2)C=2C=CN3N=C(N=CC32)N[C@@H]3CC[C@@H](CC3)N3CCOCC3)N1C 5-(2,3-dimethyl-3H-imidazo[4,5-b]pyridin-5-yl)-N-(cis-4-morpholinocyclohexyl)pyrrolo[2,1-f][1,2,4]triazin-2-amine